ClC=1C=CC2=C(CCC=3C(=NC=CC3)C2=C2CCN(CC2)CCCC(=O)O)C1 4-(4-(8-chloro-5,6-dihydro-11H-benzo[5,6]cyclohepta[1,2-b]pyridin-11-ylidene)piperidin-1-yl)butanoic acid